phosphorimidic triamide P(N)(N)(N)=N